NCC1=CC=C(C=C1)C1=CC(=C(C=C1)OCC)S(=O)(=O)N1CCC2(C[C@H](CO2)NC[C@@H](COC2=CC(=CC=C2)S(=O)(=O)C(CO)(F)F)O)CC1 (S)-1-((R)-8-(4'-(aminomethyl)-4-ethoxybiphenyl-3-ylsulfonyl)-1-oxa-8-azaspiro[4.5]decan-3-ylamino)-3-(3-(1,1-difluoro-2-hydroxyethylsulfonyl)phenoxy)propan-2-ol